C(N)(OC[C@H](CC1=CC=CC=C1)N)=O (S)-2-amino-3-phenylpropyl carbamate